BrC1=CC(=C(C#N)C=C1)OCC1CCNCC1 4-bromo-2-(piperidin-4-ylmethoxy)benzonitrile